N1(C=CC=2C1=CN=CC2)C2=CC=C(C(=N2)N)C=2C=NC=CC2 6-(1H-pyrrolo[2,3-c]pyridin-1-yl)[3,3'-bipyridin]-2-amine